C(C)(=O)OC1(CN(C1)CC1=C(C=C(C=C1C)Br)C)C [1-[(4-bromo-2,6-dimethyl-phenyl) methyl]-3-methyl-azetidin-3-yl] acetate